FC=1C=C(C=CC1N1CCNCC1)NN1C(CCCC1=O)=O (3-Fluoro-4-(piperazin-1-yl)phenylamino)piperidine-2,6-dione